N-[2-(4-carbamoylphenyl)thieno[3,2-c]pyridin-4-yl]-2-fluoro-4-(1-methyltriazol-4-yl)-N-[(3R)-3-piperidyl]benzamide C(N)(=O)C1=CC=C(C=C1)C1=CC=2C(=NC=CC2S1)N(C(C1=C(C=C(C=C1)C=1N=NN(C1)C)F)=O)[C@H]1CNCCC1